di(3-methoxypropyl) carbonate C(OCCCOC)(OCCCOC)=O